C(C)OC1=C(O[C@H]2CN(CCC2)C2=CN=CC(=N2)NC2=CC=C(C=C2)NS(=O)(=O)C)C=CC=C1 (R)-N-(4-((6-(3-(2-ethoxyphenoxy)piperidin-1-yl)pyrazin-2-yl)amino)phenyl)methanesulfonamide